oxalic acid iron [Fe].C(C(=O)O)(=O)O